2-(benzo[d]oxazol-2-yl-amino)-N-(2-hydroxy-propoxy)-1-methyl-1H-benzo[d]imidazole-5-carboxamide O1C(=NC2=C1C=CC=C2)NC2=NC1=C(N2C)C=CC(=C1)C(=O)NOCC(C)O